1-[4-fluoro-3-(trifluoromethyl)phenyl]-3-[trans-4-(1H-pyrazolo[3,4-b]pyridin-5-yloxy)cyclohexyl]-2,4-imidazolidinedione FC1=C(C=C(C=C1)N1C(N(C(C1)=O)[C@@H]1CC[C@H](CC1)OC=1C=C2C(=NC1)NN=C2)=O)C(F)(F)F